BrC1=C(C=2OC3(C(NC2N=C1C)=C=O)CC3)C#N 7'-bromo-6'-methyl-3'-carbonyl-3',4'-dihydrospiro[cyclopropane-1,2'-pyrido[3,2-b][1,4]oxazine]-8'-carbonitrile